[Au].[Ni].[Ti] titanium-nickel-gold